(S)-N-((R)-1-(4-carbamimidoylthiophen-2-yl)ethyl)-7-((9,9-difluoro-9H-fluorene-3-carbonyl)glycyl)-1,4-dioxa-7-azaspiro[4.4]nonane-8-carboxamide C(N)(=N)C=1C=C(SC1)[C@@H](C)NC(=O)[C@H]1N(CC2(OCCO2)C1)C(CNC(=O)C=1C=CC=2C(C3=CC=CC=C3C2C1)(F)F)=O